CC1=CC=C(C(=N1)C(=O)O)C1=NC=CC=N1 6-methyl-3-(pyrimidin-2-yl)picolinic acid